FC(C=1N=C(OC1)C=O)(F)F 4-(trifluoro-methyl)oxazole-2-carbaldehyde